N'-methyl-N-[6-[5-(6-methyl-2-pyridyl)-1H-imidazol-4-yl]-3-quinolyl]-N'-[rac-(3R)-pyrrolidin-3-yl]ethane-1,2-diamine CN(CCNC=1C=NC2=CC=C(C=C2C1)C=1N=CNC1C1=NC(=CC=C1)C)[C@H]1CNCC1 |r|